N-(4-((R*)-2-(5-Chloro-6-methoxypyridin-3-yl)propyl)-6-(((R)-1-hydroxy-4-methylpentan-2-yl)amino)-1,3,5-triazin-2-yl)methanesulfonamide ClC=1C=C(C=NC1OC)[C@@H](CC1=NC(=NC(=N1)N[C@@H](CO)CC(C)C)NS(=O)(=O)C)C |o1:9|